[Al].C(C)P(O)(=O)CCCC ethyl-butyl-phosphinic acid aluminum